C(C)(C)(C)OC(=O)N1CC(C(CC1)C1=CC=C(C=C1)[N+](=O)[O-])O.[N+](=O)([O-])C1=CC=C(C=C1)C1C(CN(CC1)C(=O)OC(C)(C)C)=O tert-butyl 4-(4-nitrophenyl)-3-oxo-piperidine-1-carboxylate tert-Butyl-3-hydroxy-4-(4-nitrophenyl)piperidine-1-carboxylate